The molecule is an organic chloride salt comprising a choline phosphate cation and chloride anion. It contains a phosphocholine and a chloride. C[N+](C)(C)CCOP(=O)(O)O.[Cl-]